[N+](=O)([O-])C=1C(=NC=CC1)NC1=CC=C(C=C1)CNC(OC(C)(C)C)=O tert-butyl N-[[4-[(3-nitro-2-pyridyl)amino]phenyl]methyl]carbamate